CC=1SC(=C(N1)C1=CC=CC=C1)OC1=CC(=NC=C1)NC1=CC=CC(=N1)C(=O)N 6-((4-((2-methyl-4-phenylthiazol-5-yl)oxy)pyridin-2-yl)amino)picolinamide